tert-Butyl (±)-trans-4-phenyl-3-[(isoquinolin-5-ylcarbamothioyl)oxy]pyrrolidine-1-carboxylate C1(=CC=CC=C1)[C@H]1[C@@H](CN(C1)C(=O)OC(C)(C)C)OC(NC1=C2C=CN=CC2=CC=C1)=S |r|